5-hydroxy-1,3-dimethyl-1H-pyrazol-4-yl-2-(methyl sulfonyl)-4-(trifluoromethyl)phenyl ketone OC1=C(C(=NN1C)C)C=1C(=C(C=CC1C(F)(F)F)C(=O)C1=C(C(=C(C=C1)C(F)(F)F)C=1C(=NN(C1O)C)C)S(=O)(=O)C)S(=O)(=O)C